6-ethyl-5-(isopropylamino)pyrazine-2-carboxamide C(C)C1=C(N=CC(=N1)C(=O)N)NC(C)C